ClC=1C=CC(=C(C1)N1N=C(C=2C=NC(=CC21)C=2C=NN1C2N=CC=C1)N1CC(C1)CO)OC (1-(1-(5-chloro-2-methoxyphenyl)-6-(pyrazolo[1,5-a]pyrimidin-3-yl)-1H-pyrazolo[4,3-c]pyridin-3-yl)azetidin-3-yl)methanol